C(C1=CC=CC=C1)(=O)OC.C1=C(C=CC2=CC=CC=C12)C=C 2-Naphthylethylene methyl benzoate